OCC1CCC(CC1)N1N=C2C=C(C(=CC2=C1)NC(=O)C=1N=NC=CC1)OC N-(2-((1r,4r)-4-(hydroxymethyl)cyclohexyl)-6-methoxy-2H-indazol-5-yl)pyridazine-3-carboxamide